4-((3,4-dioxo-2-((2,6,6-trimethyl-4,5,6,7-tetrahydrobenzofuran-7-yl)amino)cyclobut-1-en-1-yl)amino)-3-hydroxy-N,N-dimethylpicolinamide O=C1C(=C(C1=O)NC1=C(C(=NC=C1)C(=O)N(C)C)O)NC1C(CCC=2C=C(OC21)C)(C)C